8-(2-Methoxyphenyl)-N-methyl-N-Phenyl-[1,2,4]triazolo[4,3-a]quinazolin-5-amine COC1=C(C=CC=C1)C1=CC=C2C(=NC=3N(C2=C1)C=NN3)N(C3=CC=CC=C3)C